N[C@]1(C(N(C2=CC=CC=C12)C)=O)C1=CC=C(C=C1)OC (R)-3-amino-3-(4-methoxyphenyl)-1-methylindol-2-one